(ethyl)-n-hexyl phthalate C(C=1C(C(=O)[O-])=CC=CC1)(=O)OCCCCCCCC